ClC1=CC=C(C(=O)C2=CC=C(C=C2)Cl)C=C1.[Na] sodium 4,4'-dichlorobenzophenone